N1(CCN(CC1)C([C@H](C1=CC=CC=C1)NC(OC(C)(C)C)=O)=O)C([C@H](C1=CC=CC=C1)NC(OC(C)(C)C)=O)=O di-tert-butyl ((1S,1'S)-piperazine-1,4-diylbis(2-oxo-1-phenylethane-2,1-diyl))dicarbamate